7-fluoro-2-hydroxy-3-(tetrahydrofuran-2-yl)cyclohepta-2,4,6-trien-1-one FC1=CC=CC(=C(C1=O)O)C1OCCC1